COC1=C(C=C(C=C1)C=1C=CC=NC1)OCCC 5-(4-methoxy-3-propoxyphenyl)pyridine